2-[3-methoxy-4-(1H-pyrazol-4-yl)phenyl]-8-(2,4,6-trimethoxybenzoyl)-2,8-diazaspiro[4.5]decan-1-one COC=1C=C(C=CC1C=1C=NNC1)N1C(C2(CC1)CCN(CC2)C(C2=C(C=C(C=C2OC)OC)OC)=O)=O